C(C)OC(=O)C1=NN2C(N=C(C=C2C(=C)C)COC2CCCC2)=C1 5-(cyclopentyloxymethyl)-7-prop-1-en-2-ylpyrazolo[1,5-a]pyrimidine-2-carboxylic acid ethyl ester